3-(4-(3-(4-((2-(1-ethoxyvinyl)pyrimidin-4-yl)methoxy)phenyl)pentan-3-yl)phenoxy)propan-1-amine C(C)OC(=C)C1=NC=CC(=N1)COC1=CC=C(C=C1)C(CC)(CC)C1=CC=C(OCCCN)C=C1